3-(5-(((1r,2s)-2-amino-5-methylcyclohexyl)methyl)-1-oxoisoindolin-2-yl)piperidine-2,6-dione N[C@@H]1[C@H](CC(CC1)C)CC=1C=C2CN(C(C2=CC1)=O)C1C(NC(CC1)=O)=O